2-(4-(2-Aminoethyl)-1H-imidazol-1-yl)-N-(naphthalen-2-yl)-7,8-dihydro-5H-pyrano[4,3-d]pyrimidin-4-amine NCCC=1N=CN(C1)C=1N=C(C2=C(N1)CCOC2)NC2=CC1=CC=CC=C1C=C2